O[C@H]1C[C@H]2[C@H]([C@H]([C@H]3[C@@H]4CC[C@H]([C@@H](C[C@@H](C(=O)O)O)C)[C@]4([C@H](C[C@@H]3[C@]2(CC1)C)O)C)O)CC 3α,7α,12α,23(S)-tetrahydroxy-6α-ethyl-5β-cholan-24-oic acid